3-bromo-4-(2-hydroxyethoxy)pyrrolidine-1-carboxylic acid tert-butyl ester C(C)(C)(C)OC(=O)N1CC(C(C1)OCCO)Br